N(C1=CC=CC=C1)CC(=O)O Anilinoacetic acid